methacrylic acid 2-methyl-2-cyclopentyl ester CC1(CCCC1)OC(C(=C)C)=O